BrC1=CC=2C(C3=CC(=CC=C3C2C=C1)Br)(CCCCCCCCCC)CCCCCCCCCC 2,7-dibromo-9,9-didecyl-fluorene